2-cyclopropyl-6-formyl-1,4-dihydropyridine-3,5-dicarboxylic acid dimethyl ester COC(=O)C1=C(NC(=C(C1)C(=O)OC)C=O)C1CC1